(R)-N-Boc-2-(3-hydrazino-3-oxopropyl)morpholine C(=O)(OC(C)(C)C)N1C[C@H](OCC1)CCC(=O)NN